[K].C1(CCC1)CN1CC(C1)S(=O)(=O)NC(NC1=C2CCCC2=CC=2CCCC12)=O 1-(Cyclobutylmethyl)-N-((1,2,3,5,6,7-hexahydro-s-indacen-4-yl)carbamoyl)azetidine-3-sulfonamide, Potassium Salt